ClC=1C(=CC(=NC1)N1C(CN(CC1C)C)C)N 5-chloro-2-(2,4,6-trimethylpiperazin-1-yl)pyridin-4-amine